C(C)(C)[C@@H]1[C@@H](N1C(C1=CC=CC=C1)(C1=CC=CC=C1)C1=CC=CC=C1)C(=O)O (2R,3R)-3-isopropyl-1-trityl-aziridine-2-carboxylic acid